NC1=C(C=C(C=N1)NC(C(=O)N1[C@@H](CC[C@H](C1)C)C1=CC(=CC=C1)N(C)C)=O)C N-(6-amino-5-methyl-3-pyridyl)-2-[(2S,5R)-2-[3-(dimethylamino)phenyl]-5-methyl-1-piperidyl]-2-oxo-acetamide